NCCC[Si](O[Si](O[Si](CCCN)(C)C)(C)C)(C)C 1,5-bis(3-aminopropyl)hexamethyltrisiloxane